C1(CC1)C=1N=NN(C1)[C@H](C(=O)N1[C@@H](C[C@H](C1)O)C(=O)NC)C1CCOCC1 (2S,4R)-1-((S)-2-(4-cyclopropyl-1H-1,2,3-triazol-1-yl)-2-(tetrahydro-2H-pyran-4-yl)acetyl)-4-hydroxy-N-methylpyrrolidine-2-carboxamide